3-AMINO-4H-BENZO[E][1,2,4]THIADIAZINE 1,1-DIOXIDE NC1=NS(C2=C(N1)C=CC=C2)(=O)=O